4-((S)-2-((S)-2-(7-azidoheptanamido)-3-phenylpropanamido)-6-((diphenyl(p-tolyl)methyl)amino)hexanamido)benzyl (4-nitro phenyl) carbonate C(OCC1=CC=C(C=C1)NC([C@H](CCCCNC(C1=CC=C(C=C1)C)(C1=CC=CC=C1)C1=CC=CC=C1)NC([C@H](CC1=CC=CC=C1)NC(CCCCCCN=[N+]=[N-])=O)=O)=O)(OC1=CC=C(C=C1)[N+](=O)[O-])=O